C1(=CC=C2C=CC3=CC=CC4=CC=C1C2=C34)C=O pyrenal